Methyl-3-mercaptopropionate COC(CCS)=O